CN1C(C(=C(C2=CC=CC=C12)N1CCC(CC1)C1=CC=C(C=C1)OC(C)C)C#N)=O 1-methyl-2-oxo-4-(4-{4-[(propan-2-yl)oxy]phenyl}piperidin-1-yl)-1,2-dihydroquinoline-3-carbonitrile